2,5,8,11-tetraoxatetradecan-14-oic acid COCCOCCOCCOCCC(=O)O